2-(tert-butyl)-7-methyl-3,4-dihydro-2H-benzo[e][1,2]thiazine 1,1-dioxide C(C)(C)(C)N1S(C2=C(CC1)C=CC(=C2)C)(=O)=O